5-(3-(difluoromethoxy)phenyl)-N-(3-(chloromethyl)-1,2,4-thiadiazol-5-yl)thiophene-3-carboxamide FC(OC=1C=C(C=CC1)C1=CC(=CS1)C(=O)NC1=NC(=NS1)CCl)F